COCC=1C=NN(C1C12CC(C1)(C2)C(=O)O)C([2H])([2H])[2H] 3-(4-(Methoxymethyl)-1-(methyl-d3)-1H-pyrazol-5-yl)bicyclo[1.1.1]pentane-1-carboxylic acid